C(CCCCCCC)C(CCCCCCCC)OC(CCCCCCCOC(=O)[C@H]1N(C[C@H](C1)OC(CCN(C)C)=O)CCCCCC(=O)OC(CCCCCCCC)CCCCCC)=O (2s,4s)-4-[3-(dimethylamino)propionyloxy]-1-[6-(1-hexylnonyloxy)-6-oxo-hexyl]pyrrolidine-2-carboxylic acid [8-(1-octylnonyloxy)-8-oxo-octyl] ester